3-iodo-6-methoxy-1-methyl-1H-pyrazolo[3,4-d]pyrimidine IC1=NN(C2=NC(=NC=C21)OC)C